[Cl-].[Y+3].[Cl-].[Cl-] Yttrium chlorid